methyl 3-(4-bromo-1-((2-(trimethylsilyl)ethoxy)methyl)-1H-imidazol-5-yl)-5-fluorobenzoate BrC=1N=CN(C1C=1C=C(C(=O)OC)C=C(C1)F)COCC[Si](C)(C)C